CC1=C(C=C(C=C1)N1C(C=CC1=O)=O)N1C(C=CC1=O)=O N,N'-tolylenebismaleimide